7-(8-Chloro-3-((3,3-dimethyl-1-oxo-1,3-dihydroisobenzofuran-5-yl)amino)-7-fluoroisoquinoline-6-yl)-8-methyl-2,3-dihydro-1H-pyrido[2,3-b][1,4]oxazine-1-carboxylate ClC=1C(=C(C=C2C=C(N=CC12)NC=1C=C2C(OC(C2=CC1)=O)(C)C)C1=C(C2=C(OCCN2C(=O)[O-])N=C1)C)F